C(OC1=C(C=C(C=C1)C(C)(C)C)C(C([2H])([2H])[2H])(C([2H])([2H])[2H])C([2H])([2H])[2H])(OC)=O 4-(tert-butyl)-2-(2-(methyl-d3)propan-2-yl-1,1,1,3,3,3-d6)phenyl methyl carbonate